trans-α-Farnesen CC(C)=CCC\C(\C)=C\C\C=C(/C)\C=C